C1(CCCCC1)NC([C@@H](C)N(C)C=1C2=C(N=C(N1)C1=NC=CC(=C1)OC)CCC2)=O (2R)-N-cyclohexyl-2-{[2-(4-methoxypyridin-2-yl)-5H,6H,7H-cyclopenta[d]pyrimidin-4-yl](methyl)amino}propanamide